tert-butyl-6-oxo-2',3',6,8-tetrahydro-1'H,2H-spiro[benzo[2,1-b:3,4-c']difuran-3,4'-pyridine] C(C)(C)(C)N1CCC2(C=C1)C1=C(OC2)C=2COC(C2C=C1)=O